7-chloro-3-(5-(4-(trifluoromethoxy)phenyl)pyridin-2-yl)-3,4-dihydroacridine-1,9(2H,10H)-dione ClC1=CC=C2NC=3CC(CC(C3C(C2=C1)=O)=O)C1=NC=C(C=C1)C1=CC=C(C=C1)OC(F)(F)F